NC1=C(C=2C(O1)=CC1=C(OC(=C1C(=O)OCCOCCOCC)N)C2)C(=O)OCCOCCOCC bis(2-(2-ethoxyethoxy) ethyl) 2,6-diaminobenzo[1,2-b:4,5-b']difuran-3,7-dicarboxylate